C1CC12CC(C2)OCC(=O)O 2-spiro[2.3]hex-5-yloxyacetic acid